5-(((1r,3r)-3-(4-(2-(4-((2-((3-fluoroazetidin-1-yl)methyl)pyrimidine-5-yl)oxy)phenyl)propan-2-yl)phenoxy)cyclobutyl)amino)-2-(2,6-dioxopiperidin-3-yl)isoindoline-1,3-dione FC1CN(C1)CC1=NC=C(C=N1)OC1=CC=C(C=C1)C(C)(C)C1=CC=C(OC2CC(C2)NC=2C=C3C(N(C(C3=CC2)=O)C2C(NC(CC2)=O)=O)=O)C=C1